C(C1=CC=CC=C1)OC(=O)N1[C@H](CC[C@H](C1)NC=1C2=C(N=C(N1)NC=1C=NN(C1)C([2H])([2H])[2H])N(C=C2C2CC2)COCC[Si](C)(C)C)C benzyl-(2S,5R)-5-[(5-cyclopropyl-2-([1-(2H3)methyl-1H-pyrazol-4-yl]amino)-7-([2-(trimethylsilyl)ethoxy]methyl)-7H-pyrrolo[2,3-d]pyrimidin-4-yl) amino]-2-methylpiperidine-1-carboxylate